C(C)(C)(C)OC([C@@H](NC(=O)OCC1C2=CC=CC=C2C=2C=CC=CC12)CCO)=O (((9H-fluoren-9-yl)methoxy)carbonyl)-L-homoserine tert-butyl ester